CC(=O)N[C@@H]1[C@H]([C@@H]([C@H](O[C@H]1OC[C@@H]2[C@@H]([C@@H]([C@H](C(O2)O)O)O)O)CO)O)O The molecule is an amino disaccharide that is D-galactopyranose in which the hydroxy group at position 6 has been converted to the corresponding 2-acetamido-2-deoxy-beta-D-glucopyranoside. It is a N-acyl-hexosamine, an amino disaccharide and a member of acetamides. It derives from a D-galactopyranose and a N-acetyl-beta-D-glucosamine.